5-(TETRADECYLOXY)FURAN-2-CARBOXYLIC ACID C(CCCCCCCCCCCCC)OC1=CC=C(O1)C(=O)O